COC(CN1C(C2=CC=C(C=C2C(=N1)C(C)C)Br)=O)=O.N1=C(C(=C(C(=C1[2H])[2H])[2H])[2H])[2H] Pyridine-d5 methyl-2-(6-bromo-4-isopropyl-1-oxophthalazin-2(1H)-yl)acetate